C1=NC=C(C2=CC=CC=C12)N1C(N(C[C@H]1C#N)C=1C(N(C(=CC1)C(F)(F)F)C)=O)=O (S)-3-(isoquinolin-4-yl)-1-(1-methyl-2-oxo-6-(trifluoromethyl)-1,2-dihydropyridin-3-yl)-2-oxoimidazolidine-4-carbonitrile